2-Hydroxy-4-phenyl-benzo[4,5]furo[3,2-b]pyridine-3-carboxylic acid ethyl ester C(C)OC(=O)C=1C(=C2C(=NC1O)C1=C(O2)C=CC=C1)C1=CC=CC=C1